C(CCC)[C@@]1(NS(C2=C(N(C1)C1=CC=CC=C1)C=C(C(=C2)OCC(=O)O)SC)(=O)=O)CC (S)-2-((3-butyl-3-ethyl-7-(methylthio)-1,1-dioxido-5-phenyl-2,3,4,5-tetrahydro-1,2,5-benzothiadiazepin-8-yl)oxy)acetic acid